C1(CCCC1)CCC=1NC(=NN1)C(=O)OCC ethyl 5-(2-cyclopentylethyl)-4H-1,2,4-triazole-3-carboxylate